(4-(4-methoxy-2-nitrophenyl)pyridin-2-yl)-4-phenylbutanamide COC1=CC(=C(C=C1)C1=CC(=NC=C1)C(C(=O)N)CCC1=CC=CC=C1)[N+](=O)[O-]